2-(2-methylimidazo[1,2-a]pyridin-6-yl)-7-[1-(propan-2-yl)-1,2,3,6-tetrahydropyridin-4-yl]-4H-pyrido[1,2-a]pyrimidin-4-one CC=1N=C2N(C=C(C=C2)C=2N=C3N(C(C2)=O)C=C(C=C3)C=3CCN(CC3)C(C)C)C1